C(C1=CC=CC=C1)(C1=CC=CC=C1)N1C[C@H](N(CC1)C(=O)C=1C=C2CN(C(C2=C(C1)F)=O)C1C(NC(CC1)=O)=O)C 3-(5-((R)-4-benzhydryl-2-methylpiperazine-1-carbonyl)-7-fluoro-1-oxoisoindolin-2-yl)piperidine-2,6-dione